FC1=C(C=CC2=C1[N+](=CO2)CC)F 4,5-difluoro-3-ethylbenzoxazolium